ClC=1C(=C(C(=CC1)S(=O)(=O)C)C1=CN=C(C(=N1)C(=O)NC=1C=NN(C1)CC=1C(=NC(=NC1)N1C([C@@H]2C[C@@H]2C1)=O)C)C)F 6-(3-Chloro-2-fluoro-6-(methylsulfonyl)phenyl)-3-methyl-N-(1-((4-methyl-2-((1R,5S)-2-oxo-3-azabicyclo[3.1.0]hexan-3-yl)pyrimidin-5-yl)methyl)-1H-pyrazol-4-yl)pyrazine-2-carboxamide